C(C)(C)(C)OC(=O)N(C=1SC(=CN1)C1(CC(C1)C(=O)[O-])O)CC1=CC=C(C=C1)OC 3-(2-((tert-butoxycarbonyl) (4-methoxybenzyl) amino) thiazol-5-yl)-3-hydroxycyclobutane-1-carboxylate